amino-1-(3-fluoro-2-methylphenyl)-7-(trifluoromethyl)pyrido[2,3-d]pyrimidin-2(1H)-one NC=1C2=C(N(C(N1)=O)C1=C(C(=CC=C1)F)C)N=C(C=C2)C(F)(F)F